3,9-dihydroxybenzo[5,6]oxazepino[4,3-b]benzofuran-7(5H)-one OC1=CC2=C(C=C3OC=4C(=C3NO2)C(C=C(C4)O)=O)C=C1